C(#N)C1=C(C(=NC(=C1)CC1=C(C=CC=C1)C#N)C(CCC(=O)O)=O)O 4-[4-Cyano-6-(2-cyano-benzyl)-3-hydroxy-pyridin-2-yl]-4-oxo-butyric acid